(2S,3R,4R,5S)-1-(3-cyclohexylpropyl)-2-(hydroxymethyl)piperidine-3,4,5-triol C1(CCCCC1)CCCN1[C@H]([C@H]([C@@H]([C@H](C1)O)O)O)CO